CCCCCCCCCCCCCCCCC(=O)OC[C@H](COP(=O)([O-])OC[C@@H](C(=O)[O-])[NH3+])OC(=O)CCC/C=C\\C/C=C\\C/C=C\\C/C=C\\CCCCC The molecule is a 3-sn-phosphatidyl-L-serine(1-) that is the conjugate base of 1-heptadecanoyl-2-arachidonoyl-sn-glycero-3-phosphoserine; major species at pH 7.3. It is a conjugate base of a 1-heptadecanoyl-2-arachidonoyl-sn-glycero-3-phosphoserine.